C(C)(C)(C)C1=C(C(=CC(=C1)C(C)(C)C)N1N=C2C(=N1)C=CC(=C2)Cl)O 2,4-di-t-butyl-6-(5-chlorobenzotriazole-2-yl)phenol